FC1=NC=CC=C1OC1C[C@@H]2[C@@H](CN(C2)CC(=O)C2=NC=C(C=C2)O)C1 2-((3aR,5s,6aS)-5-((2-fluoropyridin-3-yl)oxy)hexahydrocyclopenta[c]pyrrol-2(1H)-yl)-1-(5-hydroxypyridin-2-yl)ethanone